4,6-dichloro-3-[(1E)-3-oxo-3-(phenylamino)-1-propen-1-yl]-3-(3-anilino-3-oxoprop-1-enyl)-4,6-dichloro-1H-indole-2-carboxylic acid ClC1(C2C(C(NC2=CC(C1)(Cl)Cl)C(=O)O)(C=CC(=O)NC1=CC=CC=C1)\C=C\C(NC1=CC=CC=C1)=O)Cl